FC1=C(C(=C(C=C1)C1=CC=CC=C1)F)F trifluoro-1,1'-biphenyl